N1,N2-bis(trimethylsilyl)propane-1,2-diamine C[Si](NCC(C)N[Si](C)(C)C)(C)C